(9Z,12Z)-octadeca-9,12-dien-1-yl palmitate (9Z,12Z)-octadeca-9,12-dien-1-yl-palmitate C(CCCCCCC\C=C/C\C=C/CCCCC)OC(CCCCCCCCCCCCCCC)=O.C(CCCCCCCCCCCCCCC)(=O)OCCCCCCCC\C=C/C\C=C/CCCCC